4-((S)-1-((R)-4-((4'-hydroxy-2'-methyl-[1,1'-biphenyl]-3-yl)methyl)morpholine-3-carboxamido)ethyl)benzoic acid OC1=CC(=C(C=C1)C1=CC(=CC=C1)CN1[C@H](COCC1)C(=O)N[C@@H](C)C1=CC=C(C(=O)O)C=C1)C